4-(((1S,2R)-2-(2,2-difluoroethoxy)cyclobutyl)amino)-3-methoxy-N-(5-(5-methyl-1H-pyrazol-1-yl)-1,3,4-thiadiazol-2-yl)-2-oxo-2H-pyran-6-carboxamide 2,2,2-trifluoroacetate FC(C(=O)O)(F)F.FC(CO[C@H]1[C@H](CC1)NC1=C(C(OC(=C1)C(=O)NC=1SC(=NN1)N1N=CC=C1C)=O)OC)F